C(CCC)O/C=C/C1=NC(=NC=C1F)Cl (E)-4-(2-Butoxyvinyl)-2-chloro-5-fluoropyrimidine